C1(CC1)C(=O)NC1=CC(=C(N=N1)C(=O)NC([2H])([2H])[2H])NC1=C(C(=CC=C1)C1=NC=C(C=N1)N1CCOCC1)OC 6-(cyclopropanecarboxamido)-4-((2-methoxy-3-(5-morpholinopyrimidin-2-yl)phenyl)amino)-N-(methyl-d3)pyridazine-3-carboxamide